P(=O)(OC(O)OC(C=C)=O)(OCC)O acryloyloxy-(1-hydroxymethyl) [ethyl] hydrogen phosphate